(3-(4-Bromo-1H-pyrazol-1-yl)-2-fluoropropyl)carbamic acid tert-butyl ester C(C)(C)(C)OC(NCC(CN1N=CC(=C1)Br)F)=O